3-(8-nitro-4-oxobenzo[d][1,2,3]triazin-3(4H)-yl)piperidine-2,6-dione [N+](=O)([O-])C1=CC=CC2=C1N=NN(C2=O)C2C(NC(CC2)=O)=O